NC1=NC=C(C=N1)C1=CN(C2=NC=C(C=C21)C=2C=C(C=NC2)C2=CC=C(C=C2)N2C(CCC2)=O)C 1-(4-(5-(3-(2-aminopyrimidin-5-yl)-1-methyl-1H-pyrrolo[2,3-b]pyridin-5-yl)pyridin-3-yl)phenyl)pyrrolidin-2-one